3,5-Dihydroxy-2-(1-oxooctyl)-benzeneacetic acid, ethyl ester OC=1C(=C(C=C(C1)O)CC(=O)OCC)C(CCCCCCC)=O